OCCCC1=C(C=CC=C1)C(C(=O)OC)(C)C methyl 2-(2-(3-hydroxypropyl) phenyl)-2-methylpropionate